(3S,3'S)-1,1'-(((3'-(3-((R)-3-hydroxypyrrolidin-1-yl)propoxy)-2'-methyl-[1,1'-biphenyl]-3,4-diyl)bis(oxy))bis(propane-3,1-diyl))bis(pyrrolidin-3-ol) O[C@H]1CN(CC1)CCCOC=1C(=C(C=CC1)C1=CC(=C(C=C1)OCCCN1C[C@H](CC1)O)OCCCN1C[C@H](CC1)O)C